C1(=CC=CC=C1)P(OCCCCCCCC(C)C)(OCCCCCCCC(C)C)=O diisodecyl phenylphosphonate